(2R,3S)-3-((E)-2-((4-amino-2,6-dichlorophenyl)-imino)imidazolidine-1-carbonyl)-2-((1-methyl-1H-imidazol-5-yl)methyl)pentyl oleate C(CCCCCCC\C=C/CCCCCCCC)(=O)OC[C@@H]([C@H](CC)C(=O)N1/C(/NCC1)=N/C1=C(C=C(C=C1Cl)N)Cl)CC1=CN=CN1C